CN([C@@H](C(=O)NC1=CC(=C2C(=N1)CC(C2)CNCCC2CN(C(O2)=O)C2=NC1=C(OCC(N1)=O)N=C2)C)C)C (2R)-2-(dimethylamino)-N-[4-methyl-6-[[2-[2-oxo-3-(3-oxo-4H-pyrazino[2,3-b][1,4]oxazin-6-yl)oxazolidin-5-yl]ethylamino]methyl]-6,7-dihydro-5H-cyclopenta[b]pyridin-2-yl]propanamide